benzyl-2-(4-fluorophenyl)-1H-benzo[d]Imidazole-6-carbonitrile C(C1=CC=CC=C1)N1C(=NC2=C1C=C(C=C2)C#N)C2=CC=C(C=C2)F